6-(4-(chloromethyl)-1H-pyrazol-1-yl)-4-methylpyridine-3-carbonitrile ClCC=1C=NN(C1)C1=CC(=C(C=N1)C#N)C